CC1=CN=C(S1)C=1C=C(OC[C@H]2CN(CCO2)C(=O)OC(C)(C)C)C=C(C1)C(N[C@H](C)C=1C=NC(=NC1)C(F)(F)F)=O tert-butyl (2R)-2-{[3-(5-methyl-1,3-thiazol-2-yl)-5-({(1R)-1-[2-(trifluoromethyl)pyrimidin-5-yl]ethyl}carbamoyl)phenoxy]methyl}morpholine-4-carboxylate